2-(5-methoxy-2-(phenylamino)phenyl)ethane COC=1C=CC(=C(C1)CC)NC1=CC=CC=C1